morpholine-4-carboximidamide hydrochloride Cl.N1(CCOCC1)C(N)=N